1-[(4-methoxyphenyl)methyl]imidazolidine-2,4-dione COC1=CC=C(C=C1)CN1C(NC(C1)=O)=O